CC=1C(=C(C(=O)O)C=CC1)C1NCCN(C1)CC#C methyl-(4-(prop-2-yn-1-yl)piperazin-2-yl)benzoic acid